COC1=CC=C(C=C1)CN1C(\C(\CC1(C)C)=C(\CCNC(OC(C)(C)C)=O)/C1=CC=CC=C1)=O tert-Butyl N-[(3Z)-3-[1-[(4-methoxyphenyl)methyl]-5,5-dimethyl-2-oxo-pyrrolidin-3-ylidene]-3-phenyl-propyl]carbamate